BrC=1C=C2C(=C(N(C2=CC1)CC)C=1C=C(C=NC1[C@H](C)OC)N1CCN(CC1)C(=O)OCC1=CC=CC=C1)CC(CO[Si](C1=CC=CC=C1)(C1=CC=CC=C1)C(C)(C)C)(F)F benzyl (S)-4-(5-(5-bromo-3-(3-((tert-butyldiphenylsilyl)oxy)-2,2-difluoropropyl)-1-ethyl-1H-indol-2-yl)-6-(1-methoxyethyl)pyridin-3-yl)piperazine-1-carboxylate